7-methyl-N-(2-methyl-5-(5-(4-methylpyridin-2-yl)-1,2,4-oxadiazol-3-yl)phenyl)imidazo[1,2-a]pyridine-3-carboxamide CC1=CC=2N(C=C1)C(=CN2)C(=O)NC2=C(C=CC(=C2)C2=NOC(=N2)C2=NC=CC(=C2)C)C